FC1=CC(=C(C=C1)N1CN(C(C2=CC=C(C=C12)C#N)=O)C=1C(=NC(=CC1)OC)C)C(C)C 1-(4-fluoro-2-isopropylphenyl)-3-(6-methoxy-2-methylpyridin-3-yl)-4-oxo-1,2,3,4-tetrahydro-quinazoline-7-carbonitrile